CC1C=2N(C(CN1C(=O)[O-])C)N=CC2 4,7-dimethyl-6,7-dihydro-4H-pyrazolo[1,5-a]pyrazine-5-carboxylate